(S)-9-(3-Cyclopropyl-[1,2,4]oxadiazol-5-yl-methyl)-2-((R)-3-methylmorpholin-4-yl)-8-trifluoromethyl-6,7,8,9-tetrahydro-pyrimido[1,2-a]-pyrimidin-4-one C1(CC1)C1=NOC(=N1)CN1[C@@H](CCN2C1=NC(=CC2=O)N2[C@@H](COCC2)C)C(F)(F)F